(+)-hexandiol C(CCCCC)(O)O